N-(2-hydroxyethyl)-2-methylbenzidine OCCNC1=CC(=C(C=C1)C1=CC=C(N)C=C1)C